C(C=C)N(C(OC(C)(C)C)=O)C(CCC(=C)B1OC(C(O1)(C)C)(C)C)CO[Si](C)(C)C(C)(C)C tert-butyl N-allyl-N-[1-[[tert-butyl(dimethyl)silyl]oxymethyl]-4-(4,4,5,5-tetramethyl-1,3,2-dioxaborolan-2-yl)pent-4-enyl]carbamate